butyl (2R)-2-{[(4-cyanopyridin-3-yl)oxy]methyl}morpholine-4-carboxylate C(#N)C1=C(C=NC=C1)OC[C@H]1CN(CCO1)C(=O)OCCCC